C(C1=CC=CC=C1)OCCC(CCC(C(=O)O)(C)C1=CC(=CC=C1)C=CC(=O)OCC)(F)F 7-(benzyloxy)-2-(3-(3-ethoxy-3-oxoprop-1-en-1-yl)phenyl)-5,5-difluoro-2-methylheptanoic acid